3-((9-fluoro-3,4-dihydrospiro[benzo[b][1,4]dioxepine-2,1'-cyclopropan]-7-yl)methoxy)-7,8,8a,9-tetrahydropyrrolo[1',2':3,4]imidazo[1,2-c]pyrimidin-1(6H)-one FC1=CC(=CC2=C1OC1(CC1)CCO2)COC=2C=C1N(C(N2)=O)CC2N1CCC2